The molecule is an organic cation obtained by protonation of the amino function of pavine; major species at pH 7.3. It is an ammonium ion derivative and an organic cation. It is a conjugate acid of a pavine. COC1=C(C=C2C3CC4=CC(=C(C=C4C([NH2+]3)CC2=C1)OC)OC)OC